(R)-(2-(2-methoxy-7-methylquinoxalin-5-yl)-7,8-dihydro-[1,4]dioxino[2',3':3,4]benzo[1,2-d]thiazol-7-yl)methyl (5-cyanopyridin-3-yl)carbamate C(#N)C=1C=C(C=NC1)NC(OC[C@@H]1OC2=C(C3=C(N=C(S3)C3=C4N=CC(=NC4=CC(=C3)C)OC)C=C2)OC1)=O